OS(=O)(=O)C(F)(F)F.N1CCNCC1 piperazine triflate